ethyl 2-[(2S,6R)-2-(1-cyclopropylpyrazol-4-yl)-6-methyl-morpholin-4-yl]-5-(1,3-dioxolan-2-yl)-6-(2-fluoro-4-methyl-phenyl)pyrimidine-4-carboxylate C1(CC1)N1N=CC(=C1)[C@H]1CN(C[C@H](O1)C)C1=NC(=C(C(=N1)C(=O)OCC)C1OCCO1)C1=C(C=C(C=C1)C)F